C1(=CC(=CC=C1)C[C@@H]1N(CC[C@@H]1NS(=O)(=O)C)C(=O)C1(CC1)F)C1=CC=CC=C1 N-(cis-2-(biphenyl-3-ylmethyl)-1-((1-fluorocyclopropyl)carbonyl)pyrrolidin-3-yl)methanesulfonamide